CN1N=C2N(C=CC(=C2)C2=CC=CC=3N2N=CC3C(=O)N3CCCCC3)C1=O 2-methyl-7-(3-(piperidine-1-carbonyl)pyrazolo[1,5-a]pyridin-7-yl)-[1,2,4]triazolo[4,3-a]pyridin-3(2H)-one